C(C)(=O)[C@](N)(CCCCNC(=O)OC(C)(C)C)C(=O)NCCN 2-Acetyl-N-(2-aminoethyl)-N6-(tert-butoxycarbonyl)-L-lysineamide